(2S,5R)-5-(2-chlorophenyl)-1-(4-(6-isopropoxypyridin-3-yl)benzoyl)pyrrolidine-2-carboxylic acid ClC1=C(C=CC=C1)[C@H]1CC[C@H](N1C(C1=CC=C(C=C1)C=1C=NC(=CC1)OC(C)C)=O)C(=O)O